(R)-4-(7-(3,5-Dimethyl-1H-pyrazol-4-yl)-2-(1H-indol-4-yl)thieno[3,2-d]pyrimidine-4-yl)-3-methylmorpholine CC1=NNC(=C1C1=CSC2=C1N=C(N=C2N2[C@@H](COCC2)C)C2=C1C=CNC1=CC=C2)C